C1(CCC1)C(=O)N1CCC(CC1)NC1=CC(=NC(=N1)OC(C)C)C(=O)N1C[C@H]([C@@H](CC1)N1CC2=CC=CC=C2CC1)O (6-((1-(cyclobutanecarbonyl)piperidin-4-yl)amino)-2-isopropoxypyrimidin-4-yl)((3R,4R)-4-(3,4-dihydroisoquinolin-2(1H)-yl)-3-hydroxypiperidin-1-yl)methanone